ClC1=CC(=C(C#N)C(=C1)C(F)(F)F)C(F)(F)F 4-chloro-2,6-bis(trifluoromethyl)benzonitrile